1-(2-Bromoethyl)cyclopropan-1-ol tert-butyl-(R)-(1-(6-chloro-5-hydroxypyridin-3-yl)-3,3-dimethylbutan-2-yl)carbamate C(C)(C)(C)N(C(=O)OC1(CC1)CCBr)[C@H](CC=1C=NC(=C(C1)O)Cl)C(C)(C)C